2-(4-Bromo-3-cyano-pyrazol-1-yl)-pentanoic acid (5-bromo-pyridin-2-yl)-amide BrC=1C=CC(=NC1)NC(C(CCC)N1N=C(C(=C1)Br)C#N)=O